C1(CC(CC1)C(=O)[O-])C(=O)OC methyl cyclopentane-1,3-dicarboxylate